2-hydroxyacetamide OCC(=O)N